(S)-α-acetyl-γ-butyrolactone C(C)(=O)[C@H]1C(=O)OCC1